3,3-difluorocyclobutyl (3-cyclopentyl-4-cyclopropyl-1-methyl-1H-pyrazol-5-yl)carbamate C1(CCCC1)C1=NN(C(=C1C1CC1)NC(OC1CC(C1)(F)F)=O)C